(2R,3R,4R,5R,6S)-6-(allyloxy)-2-(hydroxymethyl)-5-((6-(trifluoromethyl)pyrazin-2-yl)amino)tetrahydro-2H-pyran-3,4-diol C(C=C)O[C@@H]1[C@@H]([C@H]([C@H]([C@H](O1)CO)O)O)NC1=NC(=CN=C1)C(F)(F)F